ClC=1C=CC(=NC1C=1N=NN(N1)CC1=C(C=CC(=C1)OC(F)(F)F)F)[C@](CS(=O)(=O)N)(C)O (S)-2-(5-chloro-6-(2-(2-fluoro-5-(trifluoromethoxy)benzyl)-2H-tetrazol-5-yl)pyridin-2-yl)-2-hydroxypropane-1-sulfonamide